N-[2-(4-formylcyclohexyl)-6-(2-hydroxy-2-methyl-propoxy)indazol-5-yl]-6-(trifluoromethyl)pyridine-2-carboxamide C(=O)C1CCC(CC1)N1N=C2C=C(C(=CC2=C1)NC(=O)C1=NC(=CC=C1)C(F)(F)F)OCC(C)(C)O